[N+3].NC(=[NH2+])N guanidinium nitrogen